C(=C)C1=CC=C(C=C1)C=C para-divinylbenzene